C(CCC)C=1C=C(C=CC1CCCC)C1=NC(=C(C(=N1)C)C(=O)O)C 2-(3,4-dibutylphenyl)-4,6-dimethylpyrimidine-5-carboxylic acid